N-((3-(benzyloxy)-6-methyl-4-oxo-1-propyl-1,4-dihydropyridin-2-yl)methyl)-2-methoxybenzamide C(C1=CC=CC=C1)OC1=C(N(C(=CC1=O)C)CCC)CNC(C1=C(C=CC=C1)OC)=O